C(C)(C)(C)N1N=CC(=C1C)OC1=CC(=CC=C1)C(F)(F)F 1-(tert-butyl)-5-methyl-4-(3-(trifluoromethyl)phenoxy)-1H-pyrazole